(3R,5R)-8-(2-amino-6-((R)-1-(4-chloro-2-(3-methyl-1H-pyrazole-1-yl)phenyl)-2,2,2-trifluoroethoxy)pyrimidine-4-yl)-2-azaspiro[4.5]dec-7-ene-3-carboxylic acid hydrochloride Cl.NC1=NC(=CC(=N1)C1=CC[C@@]2(C[C@@H](NC2)C(=O)O)CC1)O[C@@H](C(F)(F)F)C1=C(C=C(C=C1)Cl)N1N=C(C=C1)C